Bis(isopropylamino)dimethylsilane lithium salt [Li].C(C)(C)N[Si](C)(C)NC(C)C